5-((((3'-chloro-2'-(2-chloro-3-((2-fluoro-3-((3-hydroxypyrrolidin-1-yl)methyl)phenyl)amino)phenyl)-6-methoxy-[2,4'-bipyridin]-5-yl)methyl)amino)methyl)pyrrolidin-2-one ClC=1C(=NC=CC1C1=NC(=C(C=C1)CNCC1CCC(N1)=O)OC)C1=C(C(=CC=C1)NC1=C(C(=CC=C1)CN1CC(CC1)O)F)Cl